C(=O)(O)CCCCC[P+](C1=CC=CC=C1)(C1=CC=CC=C1)C1=CC=CC=C1 (5-carboxypentyl)triphenylphosphonium